C(#N)CC1(N(CCN(C1)C(=O)OC(C)(C)C)C(=O)OCC1=CC=CC=C1)C(=O)OC 1-benzyl 4-(tert-butyl) 2-methyl 2-(cyanomethyl)piperazine-1,2,4-tricarboxylate